OC[C@@]1(OC2=C(C1)C=C(C(=C2)N2CCOCC2)NC(=O)C=2C=NN1C2N=CC=C1)C (R)-N-(2-(hydroxymethyl)-2-methyl-6-morpholino-2,3-dihydrobenzofuran-5-yl)pyrazolo[1,5-a]pyrimidine-3-carboxamide